C(C)N1C2=CC=C(C=C2C=2C=C(C=CC12)C(C)=NOC(C)=O)C(C1=C(C=CC=C1)C)=O 9-ethyl-3-(1-acetoxyiminoethyl)-6-(2-methylbenzoyl)carbazole